C1=CC=CC=2C3=CC=CC=C3N(C12)C1=CC=C(C=C1)C=1C(=C(C(=C(C1N1C2=C(C=3C=CC=CC13)N=CC=C2)C=2C(=NC(=CC2)C2=CC=CC=C2)C2=CC=CC=C2)C#N)N2C1=C(C=3C=CC=CC23)N=CC=C1)C1=CC=C(C=C1)N1C2=CC=CC=C2C=2C=CC=CC12 4,4''-di(9H-carbazol-9-yl)-5'-(2,6-diphenylpyridin-3-yl)-3',6'-bis(5H-pyrido[3,2-b]indol-5-yl)-[1,1':2',1''-terphenyl]-4'-carbonitrile